N-[(3R)-1-[2-[tert-Butyl(dimethyl)silyl]oxyethyl]-3-piperidyl]-5-chloro-oxazolo[4,5-b]pyrazin-2-amine [Si](C)(C)(C(C)(C)C)OCCN1C[C@@H](CCC1)NC=1OC=2C(=NC(=CN2)Cl)N1